C(OCC1=C(C=C(C(=C1)OC)OC)[N+](=O)[O-])([O-])=O 4,5-dimethoxy-2-nitrobenzyl carbonate